N,N-dibutyl-ethane-1,2-diamine C(CCC)N(CCN)CCCC